C(CCCCCCCCCCCCCCCCC)(=O)OC1COCC1 tetrahydrofuran-3-yl stearate